C(C)(C)(C)OC(=O)N1[C@@H](CCC1)C=1C=C(C=C2CCN(CC12)C(=O)N1CC(OCC1)(C)C)C=1C=C2C(=NC1)NC=C2C (S)-2-(2-(2,2-dimethylmorpholine-4-carbonyl)-6-(3-methyl-1H-pyrrolo[2,3-b]pyridine-5-yl)-1,2,3,4-tetrahydroisoquinolin-8-yl)pyrrolidine-1-carboxylic acid tert-butyl ester